C1N(C[C@@H]2CCCC[C@H]12)/C=C/C(=O)C1=CC=CC=C1 (E)-3-((3aR,7aS)-octahydro-2H-isoindol-2-yl)-1-phenylprop-2-en-1-one